4-(4-amino-2,6-dichloro-3-fluorobenzyl)-3-fluoro-2-isopropylphenol NC1=C(C(=C(CC2=C(C(=C(C=C2)O)C(C)C)F)C(=C1)Cl)Cl)F